(S)-2-amino-5-(2-(1-cyclopropylethyl)-1-oxo-7-(trifluoromethyl)isoindolin-5-yl)-N-(pyridin-4-yl)pyrazolo[1,5-a]pyrimidine-3-carboxamide NC1=NN2C(N=C(C=C2)C=2C=C3CN(C(C3=C(C2)C(F)(F)F)=O)[C@@H](C)C2CC2)=C1C(=O)NC1=CC=NC=C1